N-isobutoxy-2-chlorobenzoamide C(C(C)C)ONC(C1=C(C=CC=C1)Cl)=O